ethoxy(4-((6-(methylcarbamoyl)-1,3-benzodiazol-1-yl)methyl)phenyl)phosphinic acid C(C)OP(O)(=O)C1=CC=C(C=C1)CN1C=NC2=C1C=C(C=C2)C(NC)=O